C(C)(C)(C)[Si](OC1CC(C1)C=1SC=C(N1)C(F)(F)F)(C)C tert-butyl-dimethyl-[3-[4-(trifluoromethyl)thiazol-2-yl]cyclobutoxy]silane